tert-butyl (4-(((2'-amino-5-(dimethylcarbamoyl)-[2,3':5',4''-terpyridin]-2''-yl)methyl)carbamoyl)phenyl)carbamate NC1=NC=C(C=C1C1=NC=C(C=C1)C(N(C)C)=O)C1=CC(=NC=C1)CNC(=O)C1=CC=C(C=C1)NC(OC(C)(C)C)=O